tert-butyl (1-(5-(3-cyano-6-(2-morpholinoethoxy)pyrazolo[1,5-a]pyridin-4-yl)pyrimidin-2-yl)-4-methylpiperidin-4-yl)carbamate C(#N)C=1C=NN2C1C(=CC(=C2)OCCN2CCOCC2)C=2C=NC(=NC2)N2CCC(CC2)(C)NC(OC(C)(C)C)=O